4-(5-(4-phenyl-3,4-dihydro-1H-benzo[4,5]imidazo[2,1-c][1,4]oxazin-7-yl)pyrimidin-2-yl)piperazin-1-ol C1(=CC=CC=C1)C1N2C(COC1)=NC1=C2C=C(C=C1)C=1C=NC(=NC1)N1CCN(CC1)O